FC1=C(C=CC(=C1)F)C1=NCCC2=CC=CC=C12 (R)-1-(2,4-difluorophenyl)-3,4-dihydroisoquinolin